4-((1R,5S)-3,8-diazabicyclo[3.2.1]octan-3-yl)-7-(2-(difluoromethoxy)-3-fluorophenyl)-8-fluoro-2-((hexahydro-1H-pyrrolizin-7a-yl)methoxy)pyrido[4,3-d]pyrimidine [C@H]12CN(C[C@H](CC1)N2)C=2C1=C(N=C(N2)OCC23CCCN3CCC2)C(=C(N=C1)C1=C(C(=CC=C1)F)OC(F)F)F